BrC=1C=NC=CC1COC 3-bromo-4-(methoxymethyl)pyridine